cis-4-(3-(but-2-ynamido)cyclohexyl)-3-chloro-5-fluoro-2-methyl-1H-indole-7-carboxamide C(C#CC)(=O)N[C@H]1C[C@H](CCC1)C1=C2C(=C(NC2=C(C=C1F)C(=O)N)C)Cl